CC1(OCC(O1)CO)C (2,2-dimethyl-1,3-dioxolane-4-yl)methanol